C=NCCN=C N,N'-dimethylideneethane-1,2-diamine